NC=1C(=C(C(=C(C1)C(C)=O)F)F)O 1-(5-amino-2,3-difluoro-4-hydroxyphenyl)ethanone